FC1(C[C@]12CN(CCC2)C2CCN(CC2)C=2SC(=CN2)C(=O)NCC2=NC=C(C=C2F)F)F 2-[4-(3R)-(1,1-difluoro-5-azaspiro[2.5]octan-5-yl)piperidin-1-yl]-N-[(3,5-difluoropyridin-2-yl)methyl]-1,3-thiazole-5-carboxamide